C1=NC2=C(N1[C@H]3[C@@H]([C@@H]([C@H](O3)COP(=O)([O-])OP(=O)([O-])O[C@@H]4[C@H]([C@H]([C@@H]([C@H](O4)CO)O)O)O)O)O)N=C(NC2=O)N The molecule is conjugate base of GDP-alpha-D-mannose arising from deprotonation of both free OH groups of the diphosphate. It has a role as a human metabolite and a Saccharomyces cerevisiae metabolite. It is a conjugate base of a GDP-alpha-D-mannose.